N-(4-((2S,4S)-4-amino-2-methylpiperidin-1-ylsulfonyl)phenyl)acetamide N[C@@H]1C[C@@H](N(CC1)S(=O)(=O)C1=CC=C(C=C1)NC(C)=O)C